sodium benzenesulfonate C1(=CC=CC=C1)S(=O)(=O)[O-].[Na+]